ClC1=C(C=CC=C1NC1=CC=C(C=C1)F)[C@]1(NC(N(C(C1)=O)C1CCOCC1)=NC(OC(C)(C)C)=O)C tert-Butyl N-{(4S)-4-[2-chloro-3-(4-fluoroanilino)phenyl]-4-methyl-6-oxo-1-(tetrahydropyran-4-yl)-hexahydropyrimidin-2-ylidene}-carbamate